(R)-N-[(6S)-1'-[5-[5-chloro-3-(2-methoxyethyl)-4-oxo-Quinazolin-6-yl]sulfanylpyrazin-2-yl]spiro[4,6-dihydrocyclopenta[d]thiazole-5,4'-piperidin]-6-yl]-2-methyl-Propan-2-sulfinamide ClC1=C2C(N(C=NC2=CC=C1SC=1N=CC(=NC1)N1CCC2(CC1)[C@@H](C1=C(N=CS1)C2)N[S@](=O)C(C)(C)C)CCOC)=O